Trans-Isoeugenol C=1(C(O)=CC=C(\C=C\C)C1)OC